ClC1=CC=C(CNC(=O)C2=NNC=3C(N(CCC32)CC3(CC3)S(=O)(=O)C3(CC3)C)=O)C=C1 N-(4-chlorobenzyl)-6-((1-((1-methylcyclopropyl)sulfonyl)cyclopropyl)methyl)-7-oxo-4,5,6,7-tetrahydro-1H-pyrazolo[3,4-c]pyridine-3-carboxamide